SCCC[Si](OC)(OC)C 3-mercaptopropyl-methyl-dimethoxysilane